C[C@@H]1[C@H]([C@@H]([C@@H]([C@H](O1)OCCCCCC(=O)OC)O[C@@H]2[C@H]([C@H]([C@@H]([C@H](O2)C)NC=O)O)O[C@@H]3[C@H]([C@H]([C@@H]([C@H](O3)C)NC=O)O)O[C@@H]4[C@H]([C@H]([C@@H]([C@H](O4)C)NC=O)O)O[C@@H]5[C@H]([C@H]([C@@H]([C@H](O5)C)NC=O)O)O[C@@H]6[C@H]([C@H]([C@@H]([C@H](O6)CO)O)O)O)O)NC=O The molecule is a glycoside that consists of an alpha-D-mannose residue and five N-formyl-alpha-D-perosamine residues all linked sequentially (1->2) and linked at the reducing end glycosidically to a 5-(methoxycarbonyl)pentyl group. It is a glycoside, a methyl ester and a hexasaccharide derivative.